NC1CCC(CC1)N1C(C(=C(C2=C1N=C(N=C2)NC2=CC(=C(C=C2)N2CCN(CC2)C)C)C)C2=C(C=CC=C2)Cl)=O 8-((1R,4R)-4-aminocyclohexyl)-6-(2-chlorophenyl)-5-methyl-2-((3-methyl-4-(4-methylpiperazin-1-yl)phenyl)amino)pyrido[2,3-d]pyrimidin-7(8H)-one